N-(1-((1S,2S)-2-fluorocyclopropyl)-2-oxo-1,2-dihydropyridin-3-yl)-7-isopropoxy-2-(1-methyl-2-oxabicyclo[2.1.1]hex-4-yl)imidazo[1,2-a]pyrimidine-6-carboxamide F[C@@H]1[C@H](C1)N1C(C(=CC=C1)NC(=O)C=1C(=NC=2N(C1)C=C(N2)C21COC(C2)(C1)C)OC(C)C)=O